tert-Butyl 4-(5-(3-cyano-6-(1-methyl-1H-pyrazol-4-yl)pyrazolo[1,5-a]pyrazin-4-yl)pyridin-2-yl)piperazine-1-carboxylate C(#N)C=1C=NN2C1C(=NC(=C2)C=2C=NN(C2)C)C=2C=CC(=NC2)N2CCN(CC2)C(=O)OC(C)(C)C